1-(3-{5-[(R)-(1,3-Dimethyl-azetidin-3-yl)-hydroxy-(4-isopropyl-phenyl)-methyl]-pyridin-3-yl}-[1,2,4]oxadiazol-5-yl)-cyclobutanol CN1CC(C1)(C)[C@@](C=1C=C(C=NC1)C1=NOC(=N1)C1(CCC1)O)(C1=CC=C(C=C1)C(C)C)O